FC(CCC(=O)N(C1=NC=C(N=C1)C=1C=NC(=NC1)OC)[C@@H]1CC[C@H](CC1)NC(OC(C)(C)C)=O)F tert-butyl (trans-4-(4,4-difluoro-N-(5-(2-methoxypyrimidin-5-yl)pyrazin-2-yl)butaneamido)cyclohexyl)carbamate